CC=1C=C(C=CC1)CN1N=C2N=C(N=C(C2=C1)N)C1=NSC=C1 2-[(3-methylphenyl)methyl]-6-(1,2-thiazol-3-yl)2H-pyrazolo[3,4-d]pyrimidin-4-amine